BrCC1=C(N(C)C)C=CC=C1 2-(bromomethyl)-N,N-dimethylaniline